(R)-6-(1-(4-fluoro-4-methylpiperidin-1-yl)ethyl)-2-(3-(3-((4-methyl-4H-1,2,4-triazol-3-yl)methyl)oxetan-3-yl)phenyl)-4-(trifluoromethyl)isoindolin-1-one FC1(CCN(CC1)[C@H](C)C1=CC(=C2CN(C(C2=C1)=O)C1=CC(=CC=C1)C1(COC1)CC1=NN=CN1C)C(F)(F)F)C